isooctyl-stearate C(CCCCC(C)C)OC(CCCCCCCCCCCCCCCCC)=O